NC(C(=O)O)CC=1NC(NC1)=O 2-amino-3-(2-oxo-2,3-dihydro-1H-imidazol-4-yl)propionic acid